3,4-dihydro-2H-quinoxaline N1CCNC2=CC=CC=C12